C(#N)C1=CNC2=C(C=CC(=C12)C)C1CN(CCC1)C(=O)OC(C)(C)C tert-Butyl 3-(3-cyano-4-methyl-1H-indol-7-yl)piperidine-1-carboxylate